N-acetyl-4-((7-(8-ethyl-7-fluoro-3-hydroxynaphthalen-1-yl)-8-fluoro-2-(((2R,7aS)-2-fluorotetrahydro-1H-pyrrolizin-7a(5H)-yl)methoxy)pyrido[4,3-d]pyrimidin-4-yl)(methyl)amino)butanamide C(C)(=O)NC(CCCN(C)C=1C2=C(N=C(N1)OC[C@]13CCCN3C[C@@H](C1)F)C(=C(N=C2)C2=CC(=CC1=CC=C(C(=C21)CC)F)O)F)=O